isopropyl N-(P(S)-(phenoxy) (pentafluorophenoxy) phosphinyl)-L-alaninate O(C1=CC=CC=C1)[P@@](=O)(N[C@@H](C)C(=O)OC(C)C)OC1=C(C(=C(C(=C1F)F)F)F)F